(R)-N-(2-chloro-6-methyl-4-(N-(1-(1-methylpiperidin-4-yl)ethyl)sulfamoyl)phenyl)-2-methyl-benzamide ClC1=C(C(=CC(=C1)S(N[C@H](C)C1CCN(CC1)C)(=O)=O)C)NC(C1=C(C=CC=C1)C)=O